O1COC2=C1C=CC(=C2)N2CCN(CC2)CC2=CC=C(C=C2)CCl 1-(Benzo[d][1,3]dioxolan-5-yl)-4-(4-(chloromethyl)benzyl)piperazine